ClC=1C=C(C=CC1C(N(C(=O)C1CCCCC1)C=1C=C(C=NC1)/C=C/C(=O)OC)[2H])C1=CC=C(C=C1)N(C)C methyl (E)-3-(5-(N-((3-chloro-4'-(dimethylamino)-[1,1'-biphenyl]-4-yl)methyl-d)cyclohexanecarboxamido)pyridin-3-yl)acrylate